BrC=1C=C(OC2=CC=3N(C4=C(C(=C(C(=C4C3C=C2)[2H])[2H])[2H])[2H])C2=NC=C(C(=C2)C([2H])([2H])[2H])C2=CC=CC=C2)C=CC1 2-(3-bromophenoxy)-9-(4-(methyl-d3)-5-phenylpyridin-2-yl)-9H-carbazole-5,6,7,8-d4